FC1=CC(=C(C=C1)NC=1C=NC=CC1)B1OC(C(O1)(C)C)(C)C N-[4-fluoro-2-(4,4,5,5-tetramethyl-1,3,2-dioxaborolan-2-yl)phenyl]pyridin-3-amine